NN1SC(=NC1)S 2-amino-5-mercapto-1,2,4-thiadiazole